OCC1(CCOCC1)NC(=O)C=1C=2C[C@H]3[C@@H](C2N(N1)C1=NC=C(C=C1)Cl)C3 (1aS,5aS)-2-(5-Chloro-pyridin-2-yl)-1a,2,5,5a-tetrahydro-1H-2,3-diaza-cyclopropa[a]pentalene-4-carboxylic acid (4-hydroxymethyl-tetrahydro-pyran-4-yl)-amide